FC1=NNC2=CC=C(C=C12)CN 1-(3-fluoro-1H-indazol-5-yl)methylamine